BrCC#CCN(CC)CC (4-bromobut-2-yn-1-yl)diethylamine